ClC1=C(C2=C(N=N1)N(C=N2)[C@H]2CN(CCC2)C(=O)OC(C)(C)C)C tert-butyl (R)-3-(3-chloro-4-methyl-7H-imidazo[4,5-c]pyridazin-7-yl)piperidine-1-carboxylate